BrC=1C=C2C(=NC1OC(CC)(F)F)N(C=C2)COCC[Si](C)(C)C 3-[(5-bromo-1-[[2-(trimethylsilyl)ethoxy]methyl]-1H-pyrrolo[2,3-b]pyridin-6-yl)oxy]-3,3-difluoropropan